ClC=1C=C(C=CC1OC)C=1C=C(C(=O)N)C=CN1 2-(3-chloro-4-methoxyphenyl)isonicotinamide